C(C)(C)(C)C1=C(OC2=C1C=C(C=C2)/C(/C=C/C2=C(C=C(C(=O)O)C=C2)F)=N/O)CC 4-((1E,3E)-3-(3-(tert-butyl)-2-ethyl-benzofuran-5-yl)-3-(hydroxyimino)prop-1-en-1-yl)-3-fluorobenzoic acid